COC1=CC=C(C=C1)C1=NC(=NC(=C1)C(F)(F)F)S(=O)(=O)C 4-(4-methoxyphenyl)-2-(methylsulfonyl)-6-(trifluoromethyl)pyrimidine